N-[3-(2,5-dioxo-2,5-dihydro-pyrrol-1-yl)propyl]benzamide O=C1N(C(C=C1)=O)CCCNC(C1=CC=CC=C1)=O